(1s,3s)-N-[5-[2-(6-tert-butyl-8-fluoro-1-oxo-phthalazin-2-yl)-3-(hydroxymethyl)-4-pyridinyl]-1-methyl-2-oxo-3-pyridinyl]-5-methyl-5-azaspiro[2.4]heptane-2-carboxamide C(C)(C)(C)C=1C=C2C=NN(C(C2=C(C1)F)=O)C1=NC=CC(=C1CO)C=1C=C(C(N(C1)C)=O)NC(=O)C1C[C@@]12CN(CC2)C